Heptadecan-9-yl 8-((6-(heptyloxy)-6-oxohexyl)(2-hydroxyethyl)amino)octanoate C(CCCCCC)OC(CCCCCN(CCCCCCCC(=O)OC(CCCCCCCC)CCCCCCCC)CCO)=O